5-(4,6-dihydroxy-4'-methoxy-[1,1'-biphenyl]-3-yl)-N-ethyl-4-(4-(morpholinomethyl)phenyl)isoxazole-3-carboxamide OC1=C(C=C(C(=C1)O)C1=CC=C(C=C1)OC)C1=C(C(=NO1)C(=O)NCC)C1=CC=C(C=C1)CN1CCOCC1